FC1=CC2=C(N(C(=N2)CNC2=NC(=NC=3N2N=CC3C(F)(F)F)N3CCOCC3)COCC[Si](C)(C)C)C=C1 N-[(5-fluoro-1-{[2-(trimethylsilyl)ethoxy]methyl}-1H-benzimidazol-2-yl)methyl]-2-(morpholin-4-yl)-8-(trifluoromethyl)pyrazolo[1,5-a][1,3,5]triazin-4-amine